FC(F)(F)OS(ON1C(C(=C(C1=O)C1=CC=CC=C1)C1=CC=CC=C1)=O)(=O)=O N-(trifluoromethylsulfoxy)diphenylmaleimide